NC=1C(=C(C(=C2C=C3C=CC=CC3=CC12)C(=O)O)C(=O)O)N diaminoanthracenedicarboxylic acid